N1(C=NC=C1)C1=CC=C(N=N1)C(=O)NC1=C(C(=O)OC)C=C(C(=C1)OCCC1=C(C=C(C(=C1)C(=O)OC)N)Cl)OC methyl 2-(6-(1H-imidazol-1-yl)pyridazine-3-carboxamido)-4-(4-amino-2-chloro-5-(methoxycarbonyl)phenethoxy)-5-methoxybenzoate